COC1=C(CNC2=NC=NS2)C=CC(=C1)OC N-(2,4-dimethoxybenzyl)-1,2,4-thiadiazol-5-amine